ON=CC1=CC(=C(C(=O)N)C=C1)C 4-((hydroxyimino)methyl)-2-methylbenzamide